CCCCCCCCCCCCCC/C=C/O HEXADECEN-1-OL